(1r,4r)-4-((1-(4-chloro-3-(2,4-dioxotetrahydropyrimidin-1(2H)-yl)benzoyl)piperidin-4-yl)oxy)cyclohexane-1-carboxylic acid ClC1=C(C=C(C(=O)N2CCC(CC2)OC2CCC(CC2)C(=O)O)C=C1)N1C(NC(CC1)=O)=O